2-(5-(3-((5-cyano-4-(4-fluorophenyl)thiazol-2-yl)(methyl)amino)-2-ethylimidazo[1,2-a]pyridin-6-yl)pyrimidin-2-yl)acetamide C(#N)C1=C(N=C(S1)N(C1=C(N=C2N1C=C(C=C2)C=2C=NC(=NC2)CC(=O)N)CC)C)C2=CC=C(C=C2)F